FC=1C=CC(=NC1)C1=NN(C=C1C1=C2C(=NC=C1C1COC1)NC=C2)C 4-(3-(5-fluoropyridin-2-yl)-1-methyl-1H-pyrazol-4-yl)-5-(oxetan-3-yl)-1H-pyrrolo[2,3-b]pyridine